N1=CC=CC2=C1NC1=CC=CC=C21 9H-pyrido[2,3-b]Indole